N1=C(C=CC=C1)C1(C2CCN(CC12)C1=NC=2C(=NC=C(N2)SC=2C(=NC=CC2)C(F)(F)F)N1)CN [7-pyridin-2-yl-3-[5-[2-(trifluoromethyl)pyridin-3-yl]thio-1H-imidazo[4,5-b]pyrazin-2-yl]-3-azabicyclo[4.1.0]heptan-7-yl]methanamine